2-(2,6-dioxopiperidin-3-yl)-1-oxoisoindole-5-carboxylic acid O=C1NC(CCC1N1C(C2=CC=C(C=C2C1)C(=O)O)=O)=O